3-(6-bromo-1-benzothiophen-2-yl)-2-[(diphenylmethylidene)amino]propanenitrile BrC1=CC2=C(C=C(S2)CC(C#N)N=C(C2=CC=CC=C2)C2=CC=CC=C2)C=C1